4-(2-((1,3-dimethyl-1H-pyrazol-5-yl)sulfonyl)propan-2-yl)-N-(1,2,3-thiadiazol-5-yl)piperidine-1-carboxamide CN1N=C(C=C1S(=O)(=O)C(C)(C)C1CCN(CC1)C(=O)NC1=CN=NS1)C